CC1=CC2=C(NC(=N2)N2CCN(CC2)C(=O)C2=CC=C(C=C2)C2=NC3=C(N2)C=CC=C3C(=O)N)C=C1 2-(4-(4-(5-methyl-1H-benzo[d]imidazol-2-yl)piperazine-1-carbonyl)phenyl)-1H-benzo[d]imidazole-4-carboxamide